FC1=C(C=CC(=C1F)N1CCN(CC1)CC(C)C)C1=CC2=C(C(=N1)C)C=C(N2C)C2=CC=C(C=C2)S(=O)(=O)C 6-(2,3-difluoro-4-(4-isobutylpiperazin-1-yl)phenyl)-1,4-dimethyl-2-(4-(methylsulfonyl)phenyl)-1H-pyrrolo[3,2-c]pyridine